1-{5'-chloro-7'-oxo-7',8'-dihydro-6'H-spiro[cyclohexane-1,9'-furo[2,3-f]quinazoline]-2'-ylmethyl}piperidine-3-carboxamide ClC=1C=C2C(=C3C4(NC(NC13)=O)CCCCC4)OC(=C2)CN2CC(CCC2)C(=O)N